4-(TERT-BUTYLDIMETHYLSILYLOXY)PHENYLBORONIC ACID [Si](C)(C)(C(C)(C)C)OC1=CC=C(C=C1)B(O)O